1-Benzyl-6-oxo-1,4,5,6-tetrahydropyridin-3-yl trifluoromethanesulfonate FC(S(=O)(=O)OC1=CN(C(CC1)=O)CC1=CC=CC=C1)(F)F